FC(C1=NN(C=C1C1=NN=C(O1)SCC(=O)N1CCN(CC1)S(=O)(=O)C=1SC=CC1)C)F 2-((5-(3-(difluoromethyl)-1-methyl-1H-pyrazol-4-yl)-1,3,4-oxadiazol-2-yl)thio)-1-(4-((thiophen-2-yl)sulfonyl)piperazin-1-yl)ethan-1-one